2-((2R,4S)-1-(2-bromopyridin-4-yl)-4-((tert-butyl-dimethylsilyl)oxy)pyrrolidin-2-yl)-6-cyclopropylimidazo[1,2-a]pyridine BrC1=NC=CC(=C1)N1[C@H](C[C@@H](C1)O[Si](C)(C)C(C)(C)C)C=1N=C2N(C=C(C=C2)C2CC2)C1